BrC=1C=C(C(=NC1)N)OC(C)(C)C1=C(C=CC(=C1)F)C1=NN(C=C1CC=1C=NN(C1)C)C 5-bromo-3-((2-(5-fluoro-2-(1-methyl-4-((1-Methyl-1H-pyrazol-4-yl)methyl)-1H-pyrazol-3-yl)phenyl)propan-2-yl)oxy)pyridin-2-amine